tert-butyl (2R)-2-[[tert-butyl(dimethyl)silyl]oxymethyl]-2-[[7-fluoro-2-(hydroxymethyl)indan-5-yl]carbamoyl]pyrrolidine-1-carboxylate [Si](C)(C)(C(C)(C)C)OC[C@@]1(N(CCC1)C(=O)OC(C)(C)C)C(NC=1C=C2CC(CC2=C(C1)F)CO)=O